1-(4-(4-chloro-3,5-difluorophenyl)-5-(isopropylthio)thiazol-2-yl)-4-(2,6-dimethylpyridin-4-yl)-3-methyl-1H-pyrazole-5-carboxylic acid ClC1=C(C=C(C=C1F)C=1N=C(SC1SC(C)C)N1N=C(C(=C1C(=O)O)C1=CC(=NC(=C1)C)C)C)F